ClC=1C=C2C=C(NC2=CC1)CNC(N([C@H]1CN(CCC1)C(CN1N=C(C=C1)C)=O)C)=O (R)-3-((5-chloro-1H-indol-2-yl)methyl)-1-methyl-1-(1-(2-(3-methyl-1H-pyrazol-1-yl)acetyl)piperidin-3-yl)urea